2-amino-5-(1-(4-morpholinopiperidin-1-yl)-2,3-dihydro-1H-inden-5-yl)nicotinic acid methyl ester COC(C1=C(N=CC(=C1)C=1C=C2CCC(C2=CC1)N1CCC(CC1)N1CCOCC1)N)=O